C(C)(C)(C)OC(=O)NC1CCC(CC1)N(C(OC(C)(C)C)=O)CC(C1=CC=CC=C1)C=1C=C(C(=CC1)Cl)C1=C(C(=C(C=C1C(N)=O)F)OCCOC)F tert-Butyl ((1r,4r)-4-((tert-butoxycarbonyl)amino)cyclohexyl)(2-(6'-carbamoyl-6-chloro-2',4'-difluoro-3'-(2-methoxyethoxy)-[1,1'-biphenyl]-3-yl)-2-phenylethyl)carbamate